BrC1=C(C=CC=C1)C(OCC)OCC 1-bromo-2-(diethoxymethyl)benzene